N-(4-(furan-2-yl)-3-((methylamino)methyl)phenyl)benzenesulfonamide O1C(=CC=C1)C1=C(C=C(C=C1)NS(=O)(=O)C1=CC=CC=C1)CNC